1-amino-6,7-dichloro-5-(3-fluoro-2-pyridinyl)-3H-1,4-benzodiazepine-2-One NN1C(CN=C(C2=C1C=CC(=C2Cl)Cl)C2=NC=CC=C2F)=O